NCC(COC1N(C(C2=CC=CC=C12)=O)C1CC1)=CF (2-(aminomethyl)-3-fluoroallyloxy)-2-cyclopropylisoindolin-1-one